C1(CC1)C=1N=NN(C1)[C@H](C(=O)N1[C@@H](C[C@H](C1)O)C(=O)NC1CCC(CC1)(O)C1=CC(=CC=C1)F)C(C)(C)C (2S,4R)-1-[(2S)-2-(4-cyclopropyltriazol-1-yl)-3,3-dimethyl-butanoyl]-N-[4-(3-fluorophenyl)-4-hydroxy-cyclohexyl]-4-hydroxy-pyrrolidine-2-carboxamide